BrC=1C=CC2=C(N(C(=N2)C2=CC=CC=C2)C2=CC=CC=C2)C1 6-bromo-1,2-diphenyl-1H-benzo[d]imidazole